C(C)C1CCC(CC1)C(=O)OCC(COC(=O)C1CCC(CC1)CC)=O 2-Oxopropane-1,3-diyl bis(4-ethylcyclohexane-1-carboxylate)